benzothiazol-4-yl-boric acid S1C=NC2=C1C=CC=C2OB(O)O